NCC(CN1N=CN(C1=O)CC1=CC=C(S1)C#CC1=CC=2OCC(NC2N=C1)=O)=C(F)F 7-[2-[5-[[1-[2-(aminomethyl)-3,3-difluoro-allyl]-5-oxo-1,2,4-triazol-4-yl]methyl]-2-thienyl]ethynyl]-4H-pyrido[3,2-b][1,4]oxazin-3-one